P(=O)(OCC)(OCC)O[Si](C)(C)C diethyl (trimethylsilyl) phosphate